boron-lead-silicon [Si].[Pb].[B]